(R,E)-N-(1-(3,4-dimethoxyphenyl)ethyl)-3-(5-(4-(methylsulfonyl)pyridin-2-yl)-1H-pyrrolo[2,3-b]pyridin-3-yl)acrylamide COC=1C=C(C=CC1OC)[C@@H](C)NC(\C=C\C1=CNC2=NC=C(C=C21)C2=NC=CC(=C2)S(=O)(=O)C)=O